O1C(CCCC1)O[C@@H](C)C=1N(C=CN1)CC1=NOC(=C1)C1=CC=C(C=C1)C#CC1=CC=C(CN2CCC(CC2)N2CCOCC2)C=C1 4-(1-(4-((4-(3-((2-((1S)-1-((tetrahydro-2H-pyran-2-yl)oxy)ethyl)-1H-imidazol-1-yl)methyl)isoxazol-5-yl)phenyl)ethynyl)benzyl)piperidin-4-yl)morpholine